1-(2,6-diethylphenyl)-5-{[3-fluoro-4-(6-fluoro-2-methylpyridin-3-yl)phenyl]methyl}-6-hydroxy-2-(4-methyl-1,3-thiazol-2-yl)-1,4-dihydropyrimidin C(C)C1=C(C(=CC=C1)CC)N1C(=NCC(=C1O)CC1=CC(=C(C=C1)C=1C(=NC(=CC1)F)C)F)C=1SC=C(N1)C